(S)-8-(2-amino-6-((R)-2,2,2-trifluoro-1-(2'-(trifluoromethyl)-[1,1'-biphenyl]-4-yl)ethoxy)pyrimidin-4-yl)-2,8-diazaspiro[4.5]decane-3-carboxylic acid NC1=NC(=CC(=N1)N1CCC2(C[C@H](NC2)C(=O)O)CC1)O[C@@H](C(F)(F)F)C1=CC=C(C=C1)C1=C(C=CC=C1)C(F)(F)F